FC1(CN(CC1)C1=NC(=CC(=N1)C(=O)NNC(C1=C(C=C(C=C1)I)N1CCC2(CC2)CC1)=O)C)F 2-(3,3-difluoropyrrolidin-1-yl)-N'-(4-iodo-2-(6-azaspiro[2.5]octan-6-yl)benzoyl)-6-methylpyrimidine-4-carbohydrazide